N-[[2-[[(2,2-difluorocyclopropyl)methyl-amino]methyl]-1H-indol-6-yl]methyl]-4-oxo-pyrido[1,2-a]pyrimidine-2-carboxamide FC1(C(C1)CNCC=1NC2=CC(=CC=C2C1)CNC(=O)C=1N=C2N(C(C1)=O)C=CC=C2)F